4-[[5-(1-benzyl-4-phenyl-4-piperidyl)-4-methyl-1,2,4-triazol-3-yl]sulfanyl]-3,5-difluoro-benzenecarbohydroxamic acid C(C1=CC=CC=C1)N1CCC(CC1)(C1=CC=CC=C1)C=1N(C(=NN1)SC1=C(C=C(C=C1F)C(=O)NO)F)C